NC1=CC=C(C=C1)S(=O)(=O)N([C@@H](CCCCNC([C@H](C(C1=CC=CC=C1)C1=CC=CC=C1)NC(OC)=O)=O)CO)CC(C)C methyl N-[(2S)-1-[[(5S)-5-[(4-aminophenyl) sulfonyl-(2-methylpropyl)amino]-6-hydroxyhexyl]amino]-1-oxo-3,3-diphenylpropan-2-yl]carbamate